The molecule is an amino disaccharide composed of D-galactose and 2-acetamido-2-deoxy-beta-D-glucopyranosyl residues in (alpha-1->4) linkage. It has a role as an epitope. It is an amino disaccharide and a glucosamine oligosaccharide. It derives from a N-acetyl-beta-D-glucosamine and an alpha-D-galactose. CC(=O)N[C@@H]1[C@H]([C@@H]([C@H](O[C@H]1O)CO)O[C@@H]2[C@@H]([C@H]([C@H]([C@H](O2)CO)O)O)O)O